Natrium vanadium phosphat P(=O)([O-])([O-])[O-].[V+5].[Na+].P(=O)([O-])([O-])[O-]